(E)-2-methoxy-1-(2-nitrovinyl)naphthalene COC1=C(C2=CC=CC=C2C=C1)\C=C\[N+](=O)[O-]